ClC1=CC=C(C=C1)CCB1OC(C)(C)C(C)(C)O1 2-(4-Chlorophenyl)ethylboronic acid pinacol ester